ClC1=C(C=CC(=C1)C(F)(F)F)NC(CN1C=2N(C(C(=C1CC)N1CCN(CC1)CC1=NC=CC=C1O)=O)N=C(N2)C=2CC1=CC=CC=C1C2)=O N-(2-Chloro-4-(trifluoromethyl)phenyl)-2-(5-ethyl-6-(4-(3-hydroxypicolinyl)piperazin-1-yl)-2-(1H-inden-2-yl)-7-oxo-[1,2,4]triazolo[1,5-a]pyrimidin-4(7H)-yl)acetamide